CNC(=O)[C@@H]1[C@H](C1)C=1C=NC=C(C1)[N+](=O)[O-] (1S,2S)-N-methyl-2-(5-nitro-3-pyridyl)cyclopropanecarboxamide